CC1(C2CCC(C(C2(CCC1)C)CCC(C=O)C)=C)C 4-(5,5,8a-trimethyl-2-methylene-decalin-1-yl)-2-methyl-butanal